ClC=1C(=C(C=CC1)CC(=O)O)CC 2-(3-chloro-2-ethyl-phenyl)-acetic acid